N[C@H](CC1=C(C=2N=NC(=C(C2S1)NCC=1SC=CC1)F)C)C 6-[(2S)-2-aminopropyl]-3-fluoro-7-methyl-N-[(thiophen-2-yl)methyl]thieno[3,2-c]pyridazin-4-amine